4-[3-(3-ethyl-4-hydroxy-phenyl)-4,4-dimethyl-5-oxo-2-thioxo-imidazolidin-1-yl]-2-(trifluoromethyl)benzonitrile C(C)C=1C=C(C=CC1O)N1C(N(C(C1(C)C)=O)C1=CC(=C(C#N)C=C1)C(F)(F)F)=S